2-(3-fluoropyridin-4-yl)-N-[2-methyl-1-(morpholin-4-yl)propan-2-yl]-1,7-naphthyridin-4-amine FC=1C=NC=CC1C1=NC2=CN=CC=C2C(=C1)NC(CN1CCOCC1)(C)C